C(C)OC(=O)C1=NN(C=C1N)C 4-amino-1-methyl-1H-pyrazole-3-carboxylic acid ethyl ester